2-(3-(3-Fluorooxetan-3-yl)-5-((4-(((1,1,1,3,3,3-hexafluoropropan-2-yl)oxy)carbonyl)piperazin-1-yl)methyl)phenoxy)-2-methylpropanoic acid FC1(COC1)C=1C=C(OC(C(=O)O)(C)C)C=C(C1)CN1CCN(CC1)C(=O)OC(C(F)(F)F)C(F)(F)F